2-chloro-3-fluoro-6-methylpyridine 1-oxide ClC1=[N+](C(=CC=C1F)C)[O-]